N1(CCOCC1)C=1C=C(C=2N(C1)N=CC2C#N)O[C@@H]2CC[C@@H](CC2)NC2=NC=CC(=N2)C 6-(Morpholin-4-yl)-4-{[cis-4-[(4-methylpyrimidin-2-yl)amino]cyclohexyl]oxy}pyrazolo[1,5-a]pyridine-3-carbonitrile